6-[(5'S,7a'R)-3'-oxo-5'-phenyltetrahydro-1H,3'H-spiro[piperidine-4,2'-pyrrolo[2,1-b][1,3]oxazol]-1-yl]pyrimidine-4-carbonitrile O=C1N2[C@H](OC13CCN(CC3)C3=CC(=NC=N3)C#N)CC[C@H]2C2=CC=CC=C2